1,3-dihydrospiro[indene-2,4'-piperidine]-1-amine hydrochloride Cl.N1CCC2(CC1)C(C1=CC=CC=C1C2)N